tert-butyl 3-(5-(((tert-butoxycarbonyl)amino)methyl)-2-(4-fluorophenyl)pyridin-4-yl)-1H-1,2,4-triazole-1-carboxylate C(C)(C)(C)OC(=O)NCC=1C(=CC(=NC1)C1=CC=C(C=C1)F)C1=NN(C=N1)C(=O)OC(C)(C)C